C(C1=CC=CC=C1)O[C@@H]1[C@H](N(C[C@@H]([C@H]1OCC1=CC=CC=C1)OCC1=CC=CC=C1)CCC1=C(C=C(C=C1F)C1=CC=CC=C1)F)C (2r,3r,4r,5s)-3,4,5-tris(benzyloxy)-1-(2-(3,5-difluoro-[1,1'-biphenyl]-4-yl)ethyl)-2-methylpiperidine